(R)-4,6-difluoro-2,3-dihydro-1H-inden-1-ol FC1=C2CC[C@H](C2=CC(=C1)F)O